4-((6-Cyanoquinolin-4-yl)amino)-N-(4-(pyridin-4-yloxy)phenyl)benzamide Phenylmethyl-(2R)-2-(hydroxymethyl)-1-piperidinecarboxylate C1(=CC=CC=C1)COC(=O)N1[C@H](CCCC1)CO.C(#N)C=1C=C2C(=CC=NC2=CC1)NC1=CC=C(C(=O)NC2=CC=C(C=C2)OC2=CC=NC=C2)C=C1